(1S)-N-[(1S)-1-(2-amino-2-oxo-ethyl)prop-2-ynyl]-2-[1-(trifluoromethyl)cyclopropanecarbonyl]isoindoline-1-carboxamide NC(C[C@@H](C#C)NC(=O)[C@H]1N(CC2=CC=CC=C12)C(=O)C1(CC1)C(F)(F)F)=O